1-tert-butyl ((1R,4R)-4-(12-phenyl-2,5,8,11-tetraoxadodecyl)cyclohexyl)carbamate C1(=CC=CC=C1)COCCOCCOCCOCC1CCC(CC1)NC(OC(C)(C)C)=O